C1(=CC=C(C=C1)C1=CC2=C(C=C1)C1=CC=C(C=C1C21C2=CC=CC=C2OC=2C=CC=CC12)C1=CC=C(C=C1)C1=CC=CC=C1)C1=CC=CC=C1 2,7-di([1,1'-biphenyl]-4-yl)spiro[fluorene-9,9'-xanthene]